phosphochromic acid P(=O)(=O)[Cr](=O)(=O)(O)O